C(C)(C)(C)OC(=O)NCCC[N+]1(CCC(CC1)C(=O)N1CCNCC1)CC(=O)OC(C)(C)C tert-butyl 2-[1-[3-(tert-butoxycarbonylamino)propyl]-4-(piperazine-1-carbonyl)piperidin-1-ium-1-yl]acetate